ClC=1C=CC2=C([C@@H](C[C@@H](O2)C(=O)NC23CC(C2)(C3)NC(COC3=CC(=C(C=C3)Cl)F)=O)O)C1 (2R,4R)-6-chloro-N-{3-[2-(4-chloro-3-fluorophenoxy)acetamido]bicyclo[1.1.1]pentan-1-yl}-4-hydroxy-3,4-dihydro-2H-1-benzopyran-2-carboxamide